N-(5-((6-((R)-3-(2,3-difluorophenyl)isoxazolidine-2-yl)pyrimidine-4-yl)amino)-4-methoxy-2-(4-morpholinopiperidine-1-yl)phenyl)acrylamide FC1=C(C=CC=C1F)[C@@H]1N(OCC1)C1=CC(=NC=N1)NC=1C(=CC(=C(C1)NC(C=C)=O)N1CCC(CC1)N1CCOCC1)OC